1-(6-(3-methoxypropyl)-3-(3-methyl-3H-imidazo[4,5-b]pyridin-6-yl)pyrazin-2-yl)piperidine-4-carboxylic acid COCCCC1=CN=C(C(=N1)N1CCC(CC1)C(=O)O)C=1C=C2C(=NC1)N(C=N2)C